1-(4-{4-[2-(3,3-difluoroazetidin-1-yl)acetamido]-1H-1,2,3-triazol-1-yl}-3-fluorobutyl)-N-{[2-fluoro-5-(trifluoromethoxy)phenyl]methyl}-1H-1,2,3-triazole-4-carboxamide FC1(CN(C1)CC(=O)NC=1N=NN(C1)CC(CCN1N=NC(=C1)C(=O)NCC1=C(C=CC(=C1)OC(F)(F)F)F)F)F